BrC1=CC=2N=C(N=C(C2N=C1)NC=1C(=C(C=CC1)C1=C(C(=CC=C1)C1=CC=C(C(=N1)OC)CN1CCC(CC1)C(=O)OC)Cl)C)C(F)F methyl 1-((6-(3'-((7-bromo-2-(difluoromethyl)pyrido[3,2-d]pyrimidin-4-yl)amino)-2-chloro-2'-methyl-[1,1'-biphenyl]-3-yl)-2-methoxypyridin-3-yl)methyl)piperidine-4-carboxylate